N-benzoylmethyl-chroman-3-carboxamide C(C1=CC=CC=C1)(=O)CNC(=O)C1COC2=CC=CC=C2C1